OCCOC1=CC=C(C=C1)C1=NC2=CC(=CC(=C2C(N1)=O)OC)OC 2-[4-(2-hydroxy-ethoxy)-phenyl]-5,7-dimethoxy-3H-quinazolin-4-one